2-Ethyl-5-hydroxypyran-4-one C(C)C=1OC=C(C(C1)=O)O